3-(4-(tert-butyl)phenyl)-1-phenylhept-6-en-1-yn-3-ol C(C)(C)(C)C1=CC=C(C=C1)C(C#CC1=CC=CC=C1)(CCC=C)O